2,2'-((2-methylbutan-1,4-diyl)bis(oxy))bis(5-fluoro-1-iodo-3-methylbenzene) CC(COC1=C(C=C(C=C1C)F)I)CCOC1=C(C=C(C=C1C)F)I